9-n-propoxycarbonyltetracyclo[6.2.1.13,6.02,7]Dodec-4-ene C(CC)OC(=O)C1C2C3C4C=CC(C3C(C1)C2)C4